9-((4-phenyl-5-((2-(trifluoromethoxy)benzyl)thio)-4H-1,2,4-triazol-3-yl)methyl)-9H-carbazole C1(=CC=CC=C1)N1C(=NN=C1SCC1=C(C=CC=C1)OC(F)(F)F)CN1C2=CC=CC=C2C=2C=CC=CC12